decylsulfonate, tetrahexylammonium salt C(CCCCC)[N+](CCCCCC)(CCCCCC)CCCCCC.C(CCCCCCCCC)S(=O)(=O)[O-]